3-Cyano-2-isopropyl-N-(1-(1-methyl-1H-pyrazol-4-yl)-1H-indazol-6-yl)benzamide C(#N)C=1C(=C(C(=O)NC2=CC=C3C=NN(C3=C2)C=2C=NN(C2)C)C=CC1)C(C)C